IC=1C=C(C(=O)NC2=CC=C(C=C2)S(NC2=CC=CC=C2)(=O)=O)C=CC1OC 3-Iodo-4-methoxy-N-(4-(N-phenylsulfamoyl)phenyl)benzamide